(piperidin-4-yl)-7-(trifluoromethyl)-1,3-dihydro-2H-benzo[d]imidazol-2-one N1CCC(CC1)N1C(NC2=C1C(=CC=C2)C(F)(F)F)=O